C(C)(C)(C)OC(NCCC1=NC=CC(=C1)NC1=NC(=C(N=C1C(N)=O)CC)Cl)=O (2-(4-((3-carbamoyl-6-chloro-5-ethylpyrazin-2-yl)amino)pyridin-2-yl)ethyl)carbamic acid tert-butyl ester